(1s,4s)-4-((2-Chloro-5-((1-methyl-1H-pyrazol-3-yl)ethynyl)pyridin-4-yl)amino)cyclohexan-1-ol ClC1=NC=C(C(=C1)NC1CCC(CC1)O)C#CC1=NN(C=C1)C